BrC=1C=CC2=C(C(=CO2)C(C)O)C1 1-(5-bromobenzofuran-3-yl)ethanol